C(CCCCCCCCC)(=O)N(C[C@H](O)[C@@H](O)[C@H](O)[C@H](O)CO)C N-decanoyl-N-methylglucamine